N1=CC=C(C=C1)CC=1N=C(N(C1)COCC[Si](C)(C)C)/C=C/C#N (E)-3-(4-(pyridin-4-yl-methyl)-1-((2-(trimethyl-silyl)ethoxy)methyl)-1H-imidazol-2-yl)acrylonitrile